1-phenyl-1H-benzo[g]indazol-5-ol C1(=CC=CC=C1)N1N=CC2=CC(=C3C(=C12)C=CC=C3)O